C(C)(C)(C)OC1=CC=C(C(=O)Cl)C=C1 4-(tert-butoxy)benzoyl chloride